BrCC1=CC=C(C(=N1)F)NC1C(NC(CC1)=O)=O 3-((6-(bromomethyl)-2-fluoropyridin-3-yl)amino)piperidine-2,6-dione